COC=1C2=C(N=C(N1)NC=1C=NC(=CC1)CN1CCN(CC1)C)NC=C2C2=CC=C(C=C2)O 4-(4-methoxy-2-((6-((4-methylpiperazin-1-yl)methyl)pyridin-3-yl)amino)-7H-pyrrolo[2,3-d]pyrimidin-5-yl)phenol